FC=1C=CC(=NC1)C1=NN(C=C1C1=CC=NC2=C(C=CC=C12)OC)C 4-[3-(5-fluoro-2-pyridinyl)-1-methyl-pyrazol-4-yl]-8-methoxy-quinoline